BrC=1C=C(C=CC1)C(C1CC(C1)C(C)=O)C1=NN=CN1C 1-(3-((3-bromophenyl)(4-methyl-4H-1,2,4-triazol-3-yl)methyl)cyclobutyl)ethan-1-one